methyl 6-bromo-1-methyl-4-((tetrahydro-2H-pyran-4-yl) (o-tolyl) methyl)-1,4-dihydropyrazolo[3',4':4,5]pyrrolo[3,2-b]pyridine-3-carboxylate BrC=1C=C2C(=NC1)C1=C(N2C(C2=C(C=CC=C2)C)C2CCOCC2)C(=NN1C)C(=O)OC